6-methyl-4-[(1-methylcyclopropyl)amino]-N-[1-(oxetan-4-yl)cyclopropyl]furo[2,3-d]pyrimidine-5-carboxamide CC1=C(C2=C(N=CN=C2NC2(CC2)C)O1)C(=O)NC1(CC1)C1CCO1